ClC1=C(C=CC=C1)\C=N\N=C(N)N 2-[(E)-(2-chlorophenyl)methylideneamino]guanidine